O=C1NC(CCC1C1C23C(=CN(C2=CCC1=O)CNC(OC(C)(C)C)=O)C=CC=C3)=O tert-butyl N-[[1-(2,6-dioxo-3-piperidyl)-2-oxo-benzo[c]indol-5-yl]methyl]carbamate